N-propargyltrifluoroacetamide C(C#C)NC(C(F)(F)F)=O